ClC1=C(C=CC(=C1)NC1CCCC1)NC(C1=C(C=CC(=C1)C)O)=O N-(2-Chloro-4-(cyclopentylamino)phenyl)-2-hydroxy-5-methylbenzamide